2-[[5-bromo-2-[4-[8-(3-methoxy-4-nitro-pyrazol-1-yl)octylsulfamoyl]anilino]pyrimidin-4-yl]amino]-6-fluoro-benzamide BrC=1C(=NC(=NC1)NC1=CC=C(C=C1)S(NCCCCCCCCN1N=C(C(=C1)[N+](=O)[O-])OC)(=O)=O)NC1=C(C(=O)N)C(=CC=C1)F